ClC1=NC=C(C(=N1)NCCC1=C(C=CC=C1)OC)C(=O)N 2-chloro-4-((2-methoxyphenylethyl)amino)pyrimidin-5-carboxamide